(1R,2S)-2-methoxycyclohexanamine hydrochloride Cl.CO[C@@H]1[C@@H](CCCC1)N